1,6-dimethyl-1H-pyrazolo[3,4-b]pyridine-3-sulfonamide CN1N=C(C=2C1=NC(=CC2)C)S(=O)(=O)N